methyl-4-[(1-methylcyclopropyl)amino]-N-[(5-methylpyrazin-2-yl)methyl]furo[2,3-d]pyrimidine-5-carboxamide CC=1N=C(C2=C(N1)OC=C2C(=O)NCC2=NC=C(N=C2)C)NC2(CC2)C